P(=S)[S-].S=[Fe+] iron phosphorus trisulfide